Phosphoramide P(=O)(N)(N)N